C(C)N([C@@H]1CC=2C=CC=C(C2CC1)O)CCC=1SC=CC1 (S)-6-(ethyl-(2-(thiophen-2-yl)ethyl)amino)-5,6,7,8-tetrahydronaphthalen-1-ol